ClC1=C(C=CC(=C1)C(C)(C)O)S(=O)(=N)NC(CC1=C(C=C(C=C1C(C)C)C#N)C(C)C)=O N-(2-chloro-4-(2-hydroxypropan-2-yl)phenylsulfonimidoyl)-2-(4-cyano-2,6-diisopropylphenyl)acetamide